ClC1=C(C=2S(NC3=C(C=C(C(C4=CC=CC(OCCCNC(C(=C1)C2)=O)=C4)=C3)F)F)(=O)=O)OC 11-chloro-3,5-difluoro-10-methoxy-8,8-dioxo-19-oxa-8λ6-thia-7,15-diazatetracyclo[18.3.1.12,6.19,13]hexacosa-1(23),2(26),3,5,9(25),10,12,20(24),21-nonaen-14-one